2,2'-dihydroxy-4-methoxy-4'-n-propoxybenzophenone OC1=C(C(=O)C2=C(C=C(C=C2)OCCC)O)C=CC(=C1)OC